4-hexyloxy-N,N-dipropylbutanamide C(CCCCC)OCCCC(=O)N(CCC)CCC